1-(Phenylmethoxy)-2-isopropoxybenzene C1(=CC=CC=C1)COC1=C(C=CC=C1)OC(C)C